tert-butyl 4-((6-chloropyrazin-2-yl)amino)piperidine-1-carboxylate ClC1=CN=CC(=N1)NC1CCN(CC1)C(=O)OC(C)(C)C